OCCCCNCCCCCCCC(=O)OCCCCCCCCC nonyl 8-(4-hydroxybutylamino)octanoate